N-((7-(5-fluoro-2-(((3S,4R)-3-hydroxytetrahydro-2H-pyran-4-yl)amino)pyrimidin-4-yl)-1-isopropyl-4-oxo-1,4-dihydroquinolin-2-yl)methyl)acetamide FC=1C(=NC(=NC1)N[C@H]1[C@@H](COCC1)O)C1=CC=C2C(C=C(N(C2=C1)C(C)C)CNC(C)=O)=O